BrC=1C(=NC(=NC1)N)CC 5-bromo-4-ethylpyrimidin-2-amine